3-methyl-4-fluorobenzoic acid CC=1C=C(C(=O)O)C=CC1F